BrC=1C(=C(C=CC1)C=1C(CC(C1)O)=O)F 2-(3-bromo-2-fluorophenyl)-4-hydroxycyclopent-2-enone